C(CC(C)CCC=C(C)C)(=O)OCC(O)COC(CC(C)CCC=C(C)C)=O 1,3-Dicitronelloyl-Glycerol